ClC1=CC=C(C=C1)CN1C(=NC=2N(C(CN(C(C21)=O)CCO)=O)C)OC2=CC(=CC=C2)OC(F)(F)F 1-[(4-Chlorophenyl)methyl]-7-(2-hydroxyethyl)-4-methyl-2-[3-(trifluoromethoxy)phenoxy]-1H,4H,5H,6H,7H,8H-imidazo[4,5-e][1,4]diazepine-5,8-dione